3-(2,3,4,5,6-pentafluorophenyl)-6-{4-[4-(propan-2-yl)piperazin-1-yl]phenyl}-1,2-dihydro-quinolin-2-one FC1=C(C(=C(C(=C1F)F)F)F)C=1C(NC2=CC=C(C=C2C1)C1=CC=C(C=C1)N1CCN(CC1)C(C)C)=O